FC1=CC=C(C=C1)C1=NN2C(CN(C[C@@H]2C=O)C(=O)OC(C)(C)C)=C1C1=CC=NC=C1 |r| tert-butyl (7RS)-2-(4-fluorophenyl)-7-formyl-3-(pyridin-4-yl)-6,7-dihydropyrazolo[1,5-a]pyrazine-5(4H)-carboxylate